CS(=O)(=O)C=1C=C(CN2N=CC(=C2)C(=O)O)C=CC1CN1C(C=CC=C1)=O 1-(3-(Methylsulfonyl)-4-((2-oxopyridin-1(2H)-yl)methyl)benzyl)-1H-pyrazole-4-carboxylic acid